FC1(C(C1)(COC(C1=CC=CC=C1)(C1=CC=CC=C1)C1=CC=CC=C1)CO)F (2,2-difluoro-1-((trityloxy)methyl)cyclopropyl)methanol